C(=C)CCCCCC(CCCCCC)C=C 1,6-divinyldodecane